2-(2-thiophenecarboxamido)benzopyran tert-butyl-3-(7-bromo-5-methoxy-4-oxoquinazolin-3-yl)pyrrolidine-1-carboxylate C(C)(C)(C)OC(=O)N1CC(CC1)N1C=NC2=CC(=CC(=C2C1=O)OC)Br.S1C(=CC=C1)C(=O)NC1OC2=C(C=C1)C=CC=C2